ClC1=NC=C(C(=C1)C1=C(C=NC(=C1)C)C(=O)NC=1SC2=C(N1)CN(C2)C(=O)C2CCC(CC2)OC(F)(F)F)OC 2'-chloro-5'-methoxy-6-methyl-N-(5-((1s,4s)-4-(trifluoro-methoxy)cyclohexane-1-carbonyl)-5,6-dihydro-4H-pyrrolo[3,4-d]thiazol-2-yl)-[4,4'-bipyridine]-3-carboxamide